methyl N-[[5-[1-(2,6-difluoro-4-nitrophenyl)-1H-1,2,3-triazol-4-yl]-2-methyl-phenyl]methyl]carbamate FC1=C(C(=CC(=C1)[N+](=O)[O-])F)N1N=NC(=C1)C=1C=CC(=C(C1)CNC(OC)=O)C